[Co].[Mn].[Li] lithium manganese-cobalt